4-((2S,5R)-4-propenoyl-2,5-dimethylpiperazin-1-yl)-6-chloro-7-(2-fluoro-6-hydroxyphenyl)-1-(2-isopropyl-6-(methylsulfonyl)phenyl)pyrido[2,3-d]pyrimidin-2(1H)-one C(C=C)(=O)N1C[C@@H](N(C[C@H]1C)C=1C2=C(N(C(N1)=O)C1=C(C=CC=C1S(=O)(=O)C)C(C)C)N=C(C(=C2)Cl)C2=C(C=CC=C2O)F)C